C(#N)C1=CC(=C(C=C(C(=O)NCC2=C(C=C(C=C2)OC)OC)C(C)=O)C=C1)OC 2-(4-cyano-2-methoxybenzylidene)-N-(2,4-dimethoxybenzyl)-3-oxobutanamide